C(C)N(C(C=C)=O)C=1C=C(C=CC1)N1N=CC(=C1F)C1=CC(=C(C(=O)N)C=C1)OC 4-(1-(3-(N-ethylacrylamido)phenyl)-5-fluoro-1H-pyrazol-4-yl)-2-methoxybenzamide